CC1C2=CN(N=C2C2=C(C1)OC(=C2C(F)(F)F)C(=O)NC[C@H]2OCCC2)CC2=NC=C(C=C2)C 4-methyl-2-[(5-methyl-2-pyridyl)methyl]-N-[[(2S)-tetrahydrofuran-2-yl]methyl]-8-(trifluoromethyl)-4,5-dihydrofuro[2,3-g]indazole-7-carboxamide